FC1=CC=C(C\N=C\2/S\C(\C(N2C2=CC=C(C=C2)F)=O)=C/C2=CC3=C(OCCO3)C=C2)C=C1 (2Z,5Z)-2-(4-fluorobenzylimino)-3-(4-fluorophenyl)-5-((2,3-dihydrobenzo[b][1,4]dioxin-6-yl)methylene)thiazolidin-4-one